O=C1N(C2=CC=CC=C2C(N1CCOC1=CC(=CC=C1)C(F)(F)F)=O)CC1=CC=C(C(=O)NO)C=C1 4-((2,4-dioxo-3-(2-(3-(trifluoromethyl)phenoxy)ethyl)-3,4-dihydroquinazolin-1(2H)-yl)methyl)-N-hydroxybenzoamide